C(C)(C)(C)C1=C(C=CC(=C1)C(C)(C)C)OC(C1=CC(=C(C(=C1)C(C)(C)C)O)C(C)(C)C)=O 2,4-di-tert-Butylphenyl-3,5-di-tert-butyl-4-hydroxybenzoate